CN1CCN(CC1)C1=C(C=C(N)C=C1)[N+](=O)[O-] 4-(4-Methylpiperazin-1-yl)-3-nitroaniline